CC=1C(=C(C(=O)O)C=CC1)O.OC1=C(C(=O)OC)C=CC=C1 methyl hydroxybenzoate (methylhydroxy benzoate)